O1N=CC(=C1)C1=CC=C(C(=N1)OC)NC(=O)C1=C(N=NN1C1=CC=CC=C1)C (6-(isoxazol-4-yl)-2-methoxypyridin-3-yl)-4-methyl-1-phenyl-1H-1,2,3-triazole-5-carboxamide